1-(5-(fluoromethyl)-6-methyl-pyridin-3-yl)-4,4-difluoro-3,3-dimethyl-3,4-dihydro-isoquinoline FCC=1C=C(C=NC1C)C1=NC(C(C2=CC=CC=C12)(F)F)(C)C